N-(2-bromo-6-methylphenyl)-2,4-dichloropyrimidine-5-carboxamide BrC1=C(C(=CC=C1)C)NC(=O)C=1C(=NC(=NC1)Cl)Cl